FC(OC1=CC=CC=2C(N[C@H]3C=4N([C@@H](C21)C3)C3=C(N4)C=CC(=C3)C=3C(=NC(=NC3)N3CC(C3)(C)O)C)=O)F (7R,14R)-1-(difluoromethoxy)-11-[2-(3-hydroxy-3-methylazetidin-1-yl)-4-methylpyrimidin-5-yl]-6,7-dihydro-7,14-methanobenzimidazo[1,2-b][2,5]benzodiazocin-5(14H)-one